N(=[N+]=[N-])CCOCCI 1-azido-2-(2-iodoethoxy)ethane